(S)-2-(furan-2-yl)-5-(3-((4-(4-(methylsulfonyl)phenyl)piperazin-1-yl)methyl)piperidin-1-yl)-[1,2,4]triazolo[1,5-a][1,3,5]triazine-7-amine O1C(=CC=C1)C1=NN2C(N=C(N=C2N)N2C[C@@H](CCC2)CN2CCN(CC2)C2=CC=C(C=C2)S(=O)(=O)C)=N1